6-(4-(1-aminoethyl)-2-(6-methylpyridine-2-yl)-1H-imidazol-1-yl)imidazo[1,2-a]pyridine-3-carbonitrile NC(C)C=1N=C(N(C1)C=1C=CC=2N(C1)C(=CN2)C#N)C2=NC(=CC=C2)C